all-cis-9,12,15,18-tetracosatetraenoic acid CCCCC/C=C\C/C=C\C/C=C\C/C=C\CCCCCCCC(=O)O